tert-butyl 4-(5-amino-6-carbamoyl-3-methoxypyridin-2-yl)piperazine-1-carboxylate NC=1C=C(C(=NC1C(N)=O)N1CCN(CC1)C(=O)OC(C)(C)C)OC